CC1=CC2=C(C3=CC=CC=C3C(=C2C=C1)C1=CC2=CC=CC=C2C=C1)C1=CC2=CC=CC=C2C=C1 2-methyl-9,10-di-2-naphthyl-anthracene